C(C1=CC=CC=C1)N(C[C@@H](CO)F)CC1=CC=CC=C1 (S)-3-(dibenzylamino)-2-fluoropropan-1-ol